6-isopropyl-5-(8-methoxy-[1,2,4]triazolo[1,5-a]pyridin-6-yl)-2-(1-(2-(methylsulfonyl)ethyl)piperidin-4-yl)-4H-pyrrolo[3,2-d]thiazol C(C)(C)C1=C(NC2=C1N=C(S2)C2CCN(CC2)CCS(=O)(=O)C)C=2C=C(C=1N(C2)N=CN1)OC